4-methoxy-N-((S)-4-methyl-1-oxo-1-(((S)-3-oxo-1-((S)-2-oxopyrrolidin-3-yl)-4-((1,1,3,3-tetrafluoropropan-2-yl)oxy)butan-2-yl)amino)pentan-2-yl)-1H-indole-2-carboxamide COC1=C2C=C(NC2=CC=C1)C(=O)N[C@H](C(N[C@@H](C[C@H]1C(NCC1)=O)C(COC(C(F)F)C(F)F)=O)=O)CC(C)C